(4R)-N-[(3R)-2,6-dioxopiperidin-3-yl]-1,2,3,4-tetrahydroquinoline-4-carboxamide O=C1NC(CC[C@H]1NC(=O)[C@@H]1CCNC2=CC=CC=C12)=O